COCOC1=C(C=CC=C1)C1=CC=2N3CCNCC3CNC2N=N1 4-[2-(methoxymethoxy)phenyl]-1,5,6,8,12-pentazatricyclo[8.4.0.02,7]tetradeca-2(7),3,5-triene